FC(C(=O)O)(F)F.C(CCCCO)O pentylene glycol trifluoroacetate